NC1=NC=CC(=C1Cl)SC1=CN=C(N=N1)N1CCC2(CC1)OC1=C([C@H]2N[S@](=O)C(C)(C)C)C=CC=C1 (R)-N-((R)-1'-(6-((2-amino-3-chloropyridin-4-yl)thio)-1,2,4-triazin-3-yl)-3H-spiro[benzofuran-2,4'-piperidin]-3-yl)-2-methylpropan-2-sulfinamide